[N+](=[N-])=NN=CN=N diazoformazan